1-(1-propoxyethyl)-3-isobutyl-benzene C(CC)OC(C)C1=CC(=CC=C1)CC(C)C